C1(CC1)C1=CC=C(C=C1)C[C@@H]1C[C@H](N(C1)C(=O)OC(C)(C)C)C(NCC=1C=C2C=NN(C2=CC1)C)=O tert-butyl (2S,4R)-4-[(4-cyclopropylphenyl)methyl]-2-[(1-methylindazol-5-yl)methylcarbamoyl]pyrrolidine-1-carboxylate